5-((3-(trans-3-(4-(6-(dimethylamino)pyridin-2-yl)-1H-pyrazol-1-yl)cyclobutyl)propyl)amino)-2-(2,6-dioxopiperidin-3-yl)isoindoline-1,3-dione CN(C1=CC=CC(=N1)C=1C=NN(C1)[C@@H]1C[C@H](C1)CCCNC=1C=C2C(N(C(C2=CC1)=O)C1C(NC(CC1)=O)=O)=O)C